CC1=NC2=CC=CC(=C2C(N1C1(C(NC(CC1)=O)=O)[2H])=O)[N+](=O)[O-] 3-(2-Methyl-5-nitro-4-oxoquinazolin-3(4H)-yl)-(3-2H)-piperidine-2,6-dione